4-bromo-1-(diethoxyphosphorylmethyl)-2-(trifluoromethyl)benzene BrC1=CC(=C(C=C1)CP(=O)(OCC)OCC)C(F)(F)F